C(C)(C)(C)OC(=O)N1[C@@H](COCC1)C=1C=C(C=C2CCN(CC12)C(=O)N1[C@@H]2CC([C@H](C1)C2)=O)Cl (R)-3-(2-((1S,4S)-2-oxo-5-azabicyclo[2.2.1]heptane-5-carbonyl)-6-chloro-1,2,3,4-Tetrahydroisoquinolin-8-yl)morpholine-4-carboxylic acid tert-butyl ester